(E)-N-benzyloxycarbonyl-S-trityl-L-cysteine C(C1=CC=CC=C1)OC(=O)N[C@@H](CSC(C1=CC=CC=C1)(C1=CC=CC=C1)C1=CC=CC=C1)C(=O)O